6-Bromo-N-[(2R)-1-hydroxypropan-2-yl]-5-[4-(trifluoromethyl)phenoxy]pyridine-2-carboxamide BrC1=C(C=CC(=N1)C(=O)N[C@@H](CO)C)OC1=CC=C(C=C1)C(F)(F)F